OCC1(CC1)C=1N=C(C2=C(N1)OC(=C2C(=O)N)C)NC2(CC2)C [1-(hydroxymethyl)cyclopropyl]-6-methyl-4-[(1-methylcyclopropyl)amino]furo[2,3-d]pyrimidine-5-carboxamide